NC1(CC1)C1=CC=C(C=C1)C1=CC(=C(C=C1)OCC)S(=O)(=O)N1CCC2(C[C@H](CO2)NC[C@@H](COC2=CC(=CC=C2)S(=O)(=O)C2(CC2)CO)O)CC1 (S)-1-((R)-8-(4'-(1-aminocyclopropyl)-4-ethoxybiphenyl-3-ylsulfonyl)-1-oxa-8-azaspiro[4.5]decan-3-ylamino)-3-(3-(1-(hydroxymethyl)cyclopropylsulfonyl)phenoxy)propan-2-ol